5-cyanomethyl-2-(hydroxymethyl)-3-(1H-benzimidazol-5-yl)benzonitrile C(#N)CC=1C=C(C(=C(C#N)C1)CO)C1=CC2=C(NC=N2)C=C1